C(C)(C)(C)C1CC=2C=C(C(=NC2C=2N1C=C(C(C2O)=O)C(=O)O)C2CC2)OCCCOC 6-(tert-butyl)-2-cyclopropyl-11-hydroxy-3-(3-methoxypropoxy)-10-oxo-5,10-dihydro-6H-pyrido[1,2-H][1,7]Naphthyridine-9-carboxylic acid